2-(1-(2,6-dioxopiperidin-3-yl)-3-methyl-1H-indazol-4-yl)acetaldehyde O=C1NC(CCC1N1N=C(C2=C(C=CC=C12)CC=O)C)=O